CC=1C(=C(C(=O)O[C@H]2CN[C@@H](C2)CO)C=C(C1)\C=C\C(=O)N1C(C(=CCC1)Br)=O)O (3r,5s)-5-(hydroxymethyl)pyrrolidin-3-ol (E)-Methyl-5-(3-(3-bromo-2-oxo-5,6-dihydropyridin-1(2H)-yl)-3-oxoprop-1-en-1-yl)-2-hydroxybenzoate